COC=1C=C(C=C(N)C1)C(F)(F)F 5-methoxy-3-(trifluoromethyl)aniline